1-cyclopropyl-5-[[(1-methylcyclobutyl)amino]methyl]-2-oxopyridine-3-carboxamide C1(CC1)N1C(C(=CC(=C1)CNC1(CCC1)C)C(=O)N)=O